ON=C(C(=O)[O-])C1=CC=C(C=C1)SC hydroxyimino-(4-methyl sulfanyl-phenyl)-acetate